5-((benzyloxy)methyl)-3-(cyclohex-1-en-1-yl)-6-(4-methoxyphenyl)-4-methyl-2-phenylpyrazolo[1,5-a]pyrimidin-7(4H)-one C(C1=CC=CC=C1)OCC=1N(C=2N(C(C1C1=CC=C(C=C1)OC)=O)N=C(C2C2=CCCCC2)C2=CC=CC=C2)C